FC(C=1C=NC2=C(OC[C@H]3N2CCN(C3)C(=O)[O-])N1)(F)F (S)-3-(trifluoromethyl)-6a,7,9,10-tetrahydrodipyrazino[2,3-b:1',2'-d][1,4]Oxazine-8(6H)-carboxylate